NC1=C(C=CC(=C1)F)NC(CCCCCCC(=O)NC1CCCC2=CC(=CC=C12)OC)=O N1-(2-amino-4-fluorophenyl)-N8-(6-methoxy-1,2,3,4-tetrahydronaphthalen-1-yl)octanediamide